CC1CC(CC1)O 3-methyl-cyclopentanol